Tert-butyl acetate trifluoromethyl-acetate FC(F)(F)OC(C)=O.C(C)(=O)OC(C)(C)C